ClC1=C(C(=CC=C1)Cl)N(C(C)=O)C N-(2,6-dichlorophenyl)-N-methylacetamide